(4-((4,4-difluorocyclohexyl)amino)-6-morpholinopyrimidin-2-yl)-4-methyl-1H-pyrazole-3-carboxylic acid FC1(CCC(CC1)NC1=NC(=NC(=C1)N1CCOCC1)N1N=C(C(=C1)C)C(=O)O)F